C1(=CC=CC2=CC=CC=C12)NC1=C(C(=C(C=2C3=CC=CC=C3CC12)C1=CC=CC=2C3=CC=CC=C3NC12)C)C (naphthyl)(carbazolyldimethylfluorenyl)amine